OC[C@@H]1CC[C@H](CC1)C(=O)O trans-4-(hydroxymethyl)cyclohexanecarboxylic acid